O=C1C=CC=C2N1CCN(C2)C(=O)OC(C)(C)C tert-butyl 6-oxo-3,4-dihydro-1H-pyrido[1,2-a]pyrazine-2-carboxylate